CC(CC(C)=O)=O.CC(CC(C)=O)=O.[Co] cobalt bis(2,4-pentanedione)